4-((2-(1,7-diazaspiro[3.5]nonan-7-yl)pyrido[2,3-b]pyrazin-6-yl)thio)-3-chloropyridin-2-amine N1CCC12CCN(CC2)C=2N=C1C(=NC2)N=C(C=C1)SC1=C(C(=NC=C1)N)Cl